2-[4-ethyl-2-oxo-1'-(1H-pyrazolo[3,4-b]pyridine-5-carbonyl)spiro[indole-3,4'-piperidin]-1-yl]-N-(2,2,2-trifluoroethyl)acetamide C(C)C1=C2C(=CC=C1)N(C(C21CCN(CC1)C(=O)C=1C=C2C(=NC1)NN=C2)=O)CC(=O)NCC(F)(F)F